C1(=CC=CC=C1)N(C1=CC=C(C=C1)C=1OC2=C(C1)C=CC(=C2)C=O)C2=CC=CC=C2 (4-(diphenylamino)phenyl)benzofuran-6-formaldehyde